5-(2,4-dichlorophenyl)-N-(2-morpholinoethyl)-1H-pyrazole-3-carboxamide ClC1=C(C=CC(=C1)Cl)C1=CC(=NN1)C(=O)NCCN1CCOCC1